OCCONC(=O)C=1C=C2C=CC=NC2=CN1 N-(2-hydroxyethoxy)-1,7-naphthyridine-6-carboxamide